(E)-3-(8-(4-chlorobenzoyl)-6-hydroxy-6-(p-tolyl)-1,2,3,4-tetrahydropyrrolo[1,2-a]Pyrimidin-7(6H)-ylidene)-6-methylchroman-2,4-dione ClC1=CC=C(C(=O)C=2/C(/C(N3C2NCCC3)(C3=CC=C(C=C3)C)O)=C/3\C(OC2=CC=C(C=C2C3=O)C)=O)C=C1